O(P([O-])(=O)OP(=O)([O-])[O-])CCC(=C)C isopentenyl pyro-phosphate